N-(4-(4-amino-3-(3-fluoro-4-((4-methylpyrimidin-2-yl)oxy)phenyl)-7-(1-methyl-1H-pyrazol-4-yl)thieno[3,2-c]pyridin-2-yl)-3-chlorophenyl)methacrylamide NC1=NC=C(C2=C1C(=C(S2)C2=C(C=C(C=C2)NC(C(=C)C)=O)Cl)C2=CC(=C(C=C2)OC2=NC=CC(=N2)C)F)C=2C=NN(C2)C